Sodium vanadium iron pyrophosphate [O-]P([O-])(=O)OP(=O)([O-])[O-].[Fe+2].[V+5].[Na+].[O-]P([O-])(=O)OP(=O)([O-])[O-]